[Si](C)(C)(C(C)(C)C)OCC=1C=C(NC2=NC=C(C(=N2)NC2C(CCCC2)C#N)C)C=C(C1B1OCC(CO1)(C)C)Cl 2-[[2-[3-[[tert-butyl(dimethyl)silyl]oxymethyl]-5-chloro-4-(5,5-dimethyl-1,3,2-dioxaborinan-2-yl)anilino]-5-methyl-pyrimidin-4-yl]amino]cyclohexanecarbonitrile